lead uric acid N1C(=O)NC=2NC(=O)NC2C1=O.[Pb]